C(C)(C)(C)OC(=O)NC(SC)=NC(=O)OC(C)(C)C 1,3-bis(t-butoxycarbonyl)-2-methyl-2-thiopseudourea